Tert-butyl (S)-5-(((R)-tert-butylsulfinyl) amino)-5,7-dihydrospiro[cyclopenta[c]pyridine-6,4'-piperidine]-1'-carboxylate C(C)(C)(C)[S@@](=O)N[C@@H]1C2=C(C=NC=C2)CC12CCN(CC2)C(=O)OC(C)(C)C